N,N-Dimethyl-1-(5-ethyl-3-methoxy-2-tetradecyloxyphenyl)methanamin CN(CC1=C(C(=CC(=C1)CC)OC)OCCCCCCCCCCCCCC)C